C1=C(C=C(C(=C1Cl)F)Cl)Br 3,5-dichloro-4-fluorobromobenzene